tert-butyl 7-(methoxymethylene)-4-azaspiro[2.5]octane-4-carboxylate COC=C1CCN(C2(CC2)C1)C(=O)OC(C)(C)C